C(C)(=O)N(N(C(=O)C1=CC=2C3=C(C(=NC2C=C1)N)C=NN3C)CC3=CC1=C(N=CS1)C=C3)C N'-acetyl-4-amino-N-(benzo[d]thiazol-6-ylmethyl)-N',1-dimethyl-1H-pyrazolo[4,3-c]quinoline-8-carbohydrazide